6-isopropoxy-7-methoxy-2-methylphthalazin-1(2H)-one C(C)(C)OC=1C=C2C=NN(C(C2=CC1OC)=O)C